bis((tetrahydrofuran-2-yl) methyl) sulfite S(=O)(OCC1OCCC1)OCC1OCCC1